tri(dimethylphenyl)-phosphonium tetrakis(pentafluorophenyl)borate methyl-(S)-2,3-diaminopropanoate hydrogen chloride Cl.COC([C@H](CN)N)=O.FC1=C(C(=C(C(=C1[B-](C1=C(C(=C(C(=C1F)F)F)F)F)(C1=C(C(=C(C(=C1F)F)F)F)F)C1=C(C(=C(C(=C1F)F)F)F)F)F)F)F)F.CC=1C(=C(C=CC1)[PH+](C1=C(C(=CC=C1)C)C)C1=C(C(=CC=C1)C)C)C